N1[C@@H](CCC1)CN1CC(CC1)CN1CCC(CC1)C(=O)N ((1-(((S)-pyrrolidin-2-yl)methyl)pyrrolidin-3-yl)methyl)piperidine-4-carboxamide